(S)-6-((3-(3-chloro-2-methylphenyl)pyrrolidin-3-yl)amino)-3,3-dimethyl-1-(methyl-d3)indolin ClC=1C(=C(C=CC1)[C@@]1(CNCC1)NC1=CC=C2C(CN(C2=C1)C([2H])([2H])[2H])(C)C)C